C(C)(C)(C)OC(=O)C=1C=C(C=CC1)C1=CC=C(C=C1)OCC(=O)NCCCCN 4'-(2-((4-aminobutyl)amino)-2-oxoethoxy)-[1,1'-biphenyl]-3-Carboxylic acid tert-butyl ester